[Si](C1=CC=CC=C1)(C1=CC=CC=C1)(C(C)(C)C)O[C@@H]1C[C@@H](N(C1)C1=CC=CC=C1)C(=O)OC methyl (2R,4R)-4-((tert-butyldiphenylsilyl)oxy)-1-phenylpyrrolidine-2-carboxylate